Methyl 2-(2-(4-fluoro-3-hydroxybenzoyl)hydrazineyl)-2-oxoacetate Methyl-2-chloro-2-oxoacetate COC(C(=O)Cl)=O.FC1=C(C=C(C(=O)NNC(C(=O)OC)=O)C=C1)O